C(C)(C)(C)OC(=O)NC[C@@H](C)N1C(=CC=2C1=NC=C(C2)C(F)(F)F)C(=O)OCC Ethyl (R)-1-(1-((tert-butoxycarbonyl) amino) propan-2-yl)-5-(trifluoromethyl)-1H-pyrrolo[2,3-b]pyridine-2-carboxylate